O1CCOC2=NC=C(C=C21)S(=O)(=O)N2CC1=C(C2)CN(C1)C([C@@H](CO)C1=NC=CC=C1)=O (R)-1-(5-((2,3-dihydro-[1,4]dioxino[2,3-b]pyridin-7-yl)sulfonyl)-3,4,5,6-tetrahydropyrrolo[3,4-c]pyrrol-2(1H)-yl)-3-hydroxy-2-(pyridin-2-yl)propan-1-one